(e)-1-(3-(5-(1-acetylpyrrolidin-3-yl)thiophene-2-carbonyl)-3,6-diazabicyclo[3.1.1]heptan-6-yl)-4-(dimethylamino)but-2-en-1-one C(C)(=O)N1CC(CC1)C1=CC=C(S1)C(=O)N1CC2N(C(C1)C2)C(\C=C\CN(C)C)=O